(4-(trifluoromethyl)phenyl)methane-sulfonyl chloride FC(C1=CC=C(C=C1)CS(=O)(=O)Cl)(F)F